P(O)(O)(=S)O[C@H]1[C@H]([C@@H](O[C@@H]1CO)N1C(=O)N=C(N)C(=C1)C)OCCOC 2'-O-Methoxyethyl-5-methylcytidine-3'-phosphorothioate